[9-(4,4,5,5-tetramethyl-1,3,2-dioxaborolan-2-yl)-3-azaspiro[5.5]-undec-8-en-3-yl]prop-2-en-1-one CC1(OB(OC1(C)C)C1=CCC2(CCN(CC2)C(C=C)=O)CC1)C